ClC1=NC=C(C(=N1)NC1=C(C=CC(=C1)[N+](=O)[O-])F)C(=O)O 2-chloro-4-((2-fluoro-5-nitrophenyl)amino)pyrimidine-5-carboxylic acid